4-OXO-1-[4-(TRIFLUOROMETHOXY)Phenyl]cinnoline-3-Carboxylic Acid O=C1C(=NN(C2=CC=CC=C12)C1=CC=C(C=C1)OC(F)(F)F)C(=O)O